[6-(5-cyclopropyl-4H-1,2,4-triazol-3-yl)-2-azaspiro[3.3]heptan-2-yl]-[3-[3-fluoro-4-(trifluoromethoxy)phenyl]azetidin-1-yl]methanone C1(CC1)C=1NC(=NN1)C1CC2(CN(C2)C(=O)N2CC(C2)C2=CC(=C(C=C2)OC(F)(F)F)F)C1